C(C=C)SC1=C2C(=NC=N1)N(N=C2)[C@H]2[C@H](O)[C@H](O)[C@H](O2)CO 4-Allylsulfanyl-1-beta-D-ribofuranosyl-1H-pyrazolo[3,4-D]pyrimidine